Anti-fructose OCC(=O)[C@@H](O)[C@H](O)[C@H](O)CO